(((2R,3R,4R,5R)-5-(2-amino-6-(methylamino)-9H-purin-9-yl)-4-fluoro-3-hydroxy-4-methyltetrahydrofuran-2-yl)methoxy)methyl pivalate C(C(C)(C)C)(=O)OCOC[C@H]1O[C@H]([C@]([C@@H]1O)(C)F)N1C2=NC(=NC(=C2N=C1)NC)N